ClC1=CC=C(C=C1)[C@@H]1CC=NN1C(=O)OC1=CC=C(C=C1)[N+](=O)[O-] 4-nitrophenyl (S)-5-(4-chlorophenyl)-4,5-dihydro-1H-pyrazole-1-carboxylate